CN(CCN(C1=CC(=C(C=C1)NC=1N=CC2=C(N1)N(C(C(=C2C#C[Si](C(C)C)(C(C)C)C(C)C)NC(C)=O)=O)C2=CC=CC=C2)OC)C)C N-{2-[(4-{[2-(dimethylamino)ethyl](methyl)amino}-2-methoxyphenyl)amino]-7-oxo-8-phenyl-5-[2-(triisopropylsilyl)ethynyl]pyrido[2,3-d]pyrimidin-6-yl}acetamide